C(C)(C)(C)OC(=O)N1[C@H](C[C@H](C1)OC1=NC=NC(=C1)OC)C (2S,4R)-4-(6-methoxypyrimidin-4-yl)oxy-2-methyl-pyrrolidine-1-carboxylic acid tert-butyl ester